tert-butyl (S)-2-amino-3-(4-fluoro-3,5-dimethylphenyl)-8-methyl-4-oxo-4,5,6,8-tetrahydropyrido[3,4-d]pyrimidine-7(3H)-carboxylate NC=1N(C(C2=C(N1)[C@@H](N(CC2)C(=O)OC(C)(C)C)C)=O)C2=CC(=C(C(=C2)C)F)C